[2-(6-bromohexyloxy)ethoxymethyl]-1,3-dichlorobenzene BrCCCCCCOCCOCC1=C(C=CC=C1Cl)Cl